1-[2-(5-{[(5-Chlorothiophen-2-yl)methyl]amino}-1-(1,3-thiazol-4-carbonyl)-1H-pyrazol-3-yl)pyrrolidin-1-yl]-2-(morpholin-4-yl)ethan-1-on ClC1=CC=C(S1)CNC1=CC(=NN1C(=O)C=1N=CSC1)C1N(CCC1)C(CN1CCOCC1)=O